6-borono-2-(2-hydroxyethyl)norleucine B(O)(O)CCCC[C@](N)(C(=O)O)CCO